(R)-2-phenyloxirane C1(=CC=CC=C1)[C@H]1OC1